C(C)(C)(C)OC(COC1=C(C=C(OC1=O)C(=O)O)NC1=NC=CC=N1)=O 5-[2-(tert-butoxy)-2-oxoethoxy]-6-oxo-4-(pyrimidin-2-ylamino)pyran-2-carboxylic acid